C(C)(C)(C)OC(N(CCC=1OC(=NN1)C=1C(=NC=CC1)NC1=CC=C(C=C1)C(F)(F)F)CC)=O N-Ethyl-N-[2-[5-[2-[4-(trifluoromethyl)anilino]-3-pyridinyl]-1,3,4-oxadiazol-2-yl]ethyl]carbamic acid tert-butyl ester